C(#N)C=1C=C(C=NC1OC(F)F)NC(=O)NC1=C(C=2N(N=C1)C=C(N2)C)[C@H](C)OC (S)-N-(5-cyano-6-(difluoromethoxy)pyridin-3-yl)-N'-(8-(1-methoxyethyl)-2-methylimidazo[1,2-b]pyridazine-7-yl)urea